(4S)-N,1-dimethyl-7-(trifluoromethyl)isochroman-4-amine hydrochloride Cl.CN[C@@H]1COC(C2=CC(=CC=C12)C(F)(F)F)C